S1C2=C(C=C1CNC(=O)C1CN(CCC1)C=1C=3C(N=CN1)=NN(C3)C3=CC=C(C=C3)C(F)(F)F)C=CC=C2 N-(benzo[b]thiophen-2-ylmethyl)-1-(2-(4-(trifluoromethyl)phenyl)-2H-pyrazolo[3,4-d]pyrimidin-4-yl)piperidine-3-carboxamide